10-(((5-(E)-3-butyltridec-2-enoyl)oxy)pentyl)((3-hydroxypropyl)amino)decyl (E)-3-propyl-2-tridecenoate C(CC)\C(=C/C(=O)OCCCCCCCCCC(CCCCCOC(\C=C\CC(CCCCCCCC)C(CC)C)=O)NCCCO)\CCCCCCCCCC